(7R,14R)-1-(difluoromethoxy)-11-(4-hydroxybut-1-yn-1-yl)-6-(methyl-d3)-6,7-dihydro-7,14-methanobenzo[f]benzo[4,5]imidazo[1,2-a][1,4]diazocin-5(14H)-one FC(OC1=CC=CC=2C(N([C@H]3C=4N([C@@H](C21)C3)C3=C(N4)C=CC(=C3)C#CCCO)C([2H])([2H])[2H])=O)F